benzyl (S)-((4,4-difluorocyclohexyl)(7-(dimethylamino)-6-(hydroxymethyl)imidazo[1,2-b]pyridazin-2-yl)methyl)carbamate FC1(CCC(CC1)[C@@H](C=1N=C2N(N=C(C(=C2)N(C)C)CO)C1)NC(OCC1=CC=CC=C1)=O)F